3-(4-(3-(2-hydroxyethoxy)propoxy)butoxy)propan-1-ol 1-(1-phenyl-cyclohexyl)ethyl-(2S)-2-[(3-hydroxy-4-methoxy-pyridine-2-carbonyl)amino]propanoate C1(=CC=CC=C1)C1(CCCCC1)C(C)[C@](C(=O)OCCCOCCCCOCCCOCCO)(C)NC(=O)C1=NC=CC(=C1O)OC